C1(CCCCC1)[C@H]1NC([C@@H]2CCCN2C(COC2=CC=CC([C@H](OC([C@@H]3CCCCN3C1=O)=O)CCC1=CC(=C(C=C1)OC)OC)=C2)=O)=O (9S,12R,19S,22R)-12-cyclohexyl-22-[2-(3,4-dimethoxyphenyl)ethyl]-2,21-dioxa-5,11,14-triazatetracyclo[21.3.1.05,9.014,19]heptacosa-1(26),23(27),24-triene-4,10,13,20-tetrone